CC1=C(OC2=C(C=C(C=C2C1=O)C)[C@@H](C)NC1=C(C=CC=C1)C#C[Si](C)(C)C)C1=CC=CC=C1 3,6-dimethyl-2-phenyl-8-[(1R)-1-[2-(2-trimethylsilylethynyl)anilino]ethyl]chromen-4-one